(S)-6-((4-((2-hydroxy-1-phenylethyl)amino)-5-(3-(quinuclidin-4-yl)-1,2,4-oxadiazol-5-yl)pyridin-2-yl)amino)-4,4-dimethyl-3,4-dihydroisoquinolin-1(2H)-one OC[C@H](C1=CC=CC=C1)NC1=CC(=NC=C1C1=NC(=NO1)C12CCN(CC1)CC2)NC=2C=C1C(CNC(C1=CC2)=O)(C)C